CC1=NC(=CC(=N1)NC=1C=C(C#N)C=CC1C1=CC2=C(C=C1)C1(CNC1)OC2)N2CCOCC2 3-[(2-methyl-6-morpholin-4-ylpyrimidin-4-yl)amino]-4-spiro[3H-2-benzofuran-1,3'-azetidin]-5-ylbenzonitrile